myristoleoyl chloride C(CCCCCCC\C=C/CCCC)(=O)Cl